1-(5-(((2S)-1-((4,4-difluorocyclohexyl)methyl)-4-fluoro-2-methylpiperidin-4-yl)methyl)pyrazolo[1,5-a]pyridin-3-yl)dihydropyrimidine-2,4(1H,3H)-dione FC1(CCC(CC1)CN1[C@H](CC(CC1)(F)CC1=CC=2N(C=C1)N=CC2N2C(NC(CC2)=O)=O)C)F